N[C@@H](CCSC)C(=O)C(=O)C1=CC=2N(C(=C1)N1C[C@@H](CCC1)N)C(=C(N2)C=2N(C1=CC=CC=C1C2)CC2=CC=C(C=C2)F)C (R)-(3-aminopiperidin-1-yl)(2-(1-(4-fluorobenzyl)-1H-indol-2-yl)-3-methylimidazo[1,2-a]pyridin-7-yl) methionyl ketone